1-((6-(2,2'-Dichloro-3'-(1-ethyl-5-methyl-4,5,6,7-tetrahydro-1H-imidazo[4,5-c]pyridine-2-carboxamido)-[1,1'-biphenyl]-3-yl)-2-methoxypyridin-3-yl)methyl)azetidine-3-carboxylic acid ClC1=C(C=CC=C1C1=CC=C(C(=N1)OC)CN1CC(C1)C(=O)O)C1=C(C(=CC=C1)NC(=O)C=1N(C2=C(CN(CC2)C)N1)CC)Cl